N-[2-(2-aminoethoxy)ethyl]-2-ethyl-4-[[3-[1-(methoxymethyl)-3-(trifluoromethyl)pyrazol-4-yl]imidazo[1,2-a]pyrazin-8-yl]amino]benzamide NCCOCCNC(C1=C(C=C(C=C1)NC=1C=2N(C=CN1)C(=CN2)C=2C(=NN(C2)COC)C(F)(F)F)CC)=O